methyl (R)-2-((3-fluoro-4-((8-methylisoquinolin-1-yl)(piperidin-3-yl)carbamoyl)phenyl)amino)pyrimidine-4-carboxylate FC=1C=C(C=CC1C(N([C@H]1CNCCC1)C1=NC=CC2=CC=CC(=C12)C)=O)NC1=NC=CC(=N1)C(=O)OC